methyl 1-(2-methylphenyl)-3-oxo-2,3-dihydro-1H-isoindole-5-carboxylate CC1=C(C=CC=C1)C1NC(C2=CC(=CC=C12)C(=O)OC)=O